C1CC12SCCC(C2)=O 4-thiaspiro[2.5]octan-7-one